CC1=NN(C(=N1)C)C1=NC(=NC=C1F)N1CCN(CC1)C(=O)N1N=CCC1C=1SC=CN1 (4-(4-(3,5-dimethyl-1H-1,2,4-triazol-1-yl)-5-fluoropyrimidin-2-yl)piperazin-1-yl)(5-(thiazol-2-yl)-4,5-dihydro-1H-pyrazol-1-yl)methanone